ClCC=1C(=NOC1C1CC1)C1=C(C=CC=C1)OC(F)(F)F 4-(chloromethyl)-5-cyclopropyl-3-(2-(trifluoromethoxy)phenyl)isoxazole